2-(7-(4-chlorophenyl)-2-(3-((R)-3-methoxypyrrolidin-1-yl)-1-methyl-1H-indazol-5-yl)-5-methylbenzo[d]thiazol-6-yl)acetic acid ClC1=CC=C(C=C1)C1=C(C(=CC=2N=C(SC21)C=2C=C1C(=NN(C1=CC2)C)N2C[C@@H](CC2)OC)C)CC(=O)O